BrC1=C2C(=CC(=NC2=CC=C1)OC)Cl 5-bromo-4-chloro-2-methoxy-quinoline